NCCNCCC[Si](OC)(OC)OC [N-(2-Aminoethyl)-3-aminopropyl]trimethoxysilane